C(=O)N The molecule is the simplest monocarboxylic acid amide, obtained by formal condensation of formic acid with ammonia. The parent of the class of formaldehydes. It has a role as a solvent. It is a monocarboxylic acid amide, a one-carbon compound and a member of formamides. It derives from a formic acid. It is a tautomer of a formimidic acid.